14-(((S)-1-((2S,4R)-4-hydroxy-2-((4-(4-methylthiazol-5-yl)benzyl)carbamoyl)pyrrolidin-1-yl)-3,3-dimethyl-1-oxobutan-2-yl)amino)-14-oxotetradecanoic acid O[C@@H]1C[C@H](N(C1)C([C@H](C(C)(C)C)NC(CCCCCCCCCCCCC(=O)O)=O)=O)C(NCC1=CC=C(C=C1)C1=C(N=CS1)C)=O